FC1=C(CC2=NC3=C(N2CCOC)C=C(C=C3)C(=O)O)C=CC(=C1)C1=CC=CC=3OC(OC31)C3=CC=CC=C3 2-(2-fluoro-4-(2-phenylbenzo[d][1,3]dioxol-4-yl)benzyl)-1-(2-methoxyethyl)-1H-benzo[d]imidazole-6-carboxylic acid